ClC=1N=CC2=CN=C(C=C2C1)Cl 3,6-dichloro-2,7-naphthyridine